(3S)-5-cyclohexyl-3-({1-cyclopentyl-5-[2-(trifluoromethyl)phenyl]-1H-pyrazol-3-yl}formamido)pentanoic acid C1(CCCCC1)CC[C@@H](CC(=O)O)NC(=O)C1=NN(C(=C1)C1=C(C=CC=C1)C(F)(F)F)C1CCCC1